OC1CN(CCC1C1=CC(=CC=C1)[N+](=O)[O-])C(=O)OC(C)(C)C tert-butyl 3-hydroxy-4-(3-nitrophenyl)piperidine-1-carboxylate